1-((S)-4-((R)-6-chloro-8-fluoro-7-(2-fluoro-6-hydroxy-phenyl)quinazolin-4-yl)-3-methyl-piperazin-1-yl)prop-2-en-1-one ClC=1C=C2C(=NC=NC2=C(C1C1=C(C=CC=C1O)F)F)N1[C@H](CN(CC1)C(C=C)=O)C